5-(4,4,5,5-tetramethyl-1,3-dioxan-2-yl)pyridine CC1(OC(OCC1(C)C)C=1C=CC=NC1)C